(S)-2-(5-fluoro-2-(4-(piperidin-1-yl)-3-(1-((tetrahydrofuran-2-yl)methyl)-1H-indazole-3-carboxamido)benzamido)phenyl)acetic acid FC=1C=CC(=C(C1)CC(=O)O)NC(C1=CC(=C(C=C1)N1CCCCC1)NC(=O)C1=NN(C2=CC=CC=C12)C[C@H]1OCCC1)=O